N1=C(C=CC=C1C)C(OC)=N methyl 6-picoline-2-carbimidate